CC1=C(C=NN1C1=CC=NC=C1)NC(OCC1=CC=C(C=C1)Cl)=O 4-chlorobenzyl (5-methyl-1-(pyridin-4-yl)-1H-pyrazol-4-yl)carbamate